C(#N)C1=CC(=C(C=C1)C1=C2C(=C(N=N1)N[C@H]1CN(CCC1)C(=O)OC(C)(C)C)SC=C2)OC tert-butyl (R)-3-((4-(4-cyano-2-methoxyphenyl)thieno[2,3-d]pyridazin-7-yl)amino)piperidine-1-carboxylate